OC1=C(C(=CC=C1)C)C=1C(=C(N=C2C3CC(CC12)C3)N3CC1(CN(C1)C(C=C)=O)CC3)C#N (M)-(1S,9S)-6-(2-hydroxy-6-methylphenyl)-4-(2-(2-propenoyl)-2,6-diazaspiro[3.4]octan-6-yl)-3-azatricyclo[7.1.1.02,7]undeca-2,4,6-triene-5-carbonitrile